benzyl (R)-10-bromo-11-chloro-1,3,4,13,14,14a-hexahydro-2H-pyrazino[1',2':5,6][1,5]oxazocino[4,3,2-de]quinazoline-2-carboxylate BrC=1C(=C2C3=C(N=CN=C3C1)N1[C@H](CCO2)CN(CC1)C(=O)OCC1=CC=CC=C1)Cl